FC1=C(C=CC(=C1F)B1OC(C(O1)(C)C)(C)C)C=1C(=NN(C1)C1=CC=C(C=N1)NC(OC(C)(C)C)=O)C tert-butyl N-[6-[4-[2,3-difluoro-4-(4,4,5,5-tetramethyl-1,3,2-dioxaborolan-2-yl)phenyl]-3-methyl-pyrazol-1-yl]-3-pyridyl]carbamate